C(C1=CC=CC=C1)S(=O)(=O)[O-].C(C)[NH+](CC)CC triethylammonium toluenesulfonate salt